N-propargyl-N'-p-chlorophenylcarbodiimide C(C#C)N=C=NC1=CC=C(C=C1)Cl